N-(4-(4-amino-5-(4-isopropoxyphenyl)pyrazolo[5,1-f][1,2,4]triazin-6-yl)phenyl)acrylamide NC1=NC=NN2C1=C(C(=N2)C2=CC=C(C=C2)NC(C=C)=O)C2=CC=C(C=C2)OC(C)C